ClC=1C=CC=2N(C1)N=CC2S(=O)(=O)NC=2C(=NC(=C(C2)F)C2CC(C2)(F)F)OC([2H])([2H])[2H] 6-chloro-N-(6-(3,3-difluorocyclobutyl)-5-fluoro-2-(methoxy-d3)pyridin-3-yl)pyrazolo[1,5-a]pyridine-3-sulfonamide